BrC=1C(=C(C(=O)OC)C(=C(C1O)C)C)C methyl 3-bromo-4-hydroxy-2,5,6-trimethylbenzoate